NC1=C2N=C(N(C2=NC(=N1)OCC)CC1=C(C=C(C=C1)CN[C@H](CO)[C@H](CC)C)OC)O 6-amino-2-ethoxy-9-(4-((((2S,3S)-1-hydroxy-3-methylpentan-2-yl)amino)-methyl)-2-methoxybenzyl)-9H-purin-8-ol